N[C@@H](C(=O)N)CCCCNC(=O)NC(COCC(CO)CO)COCC(CO)CO (R)-2-amino-6-(3-(1,3-bis(3-hydroxy-2-(hydroxymethyl)propoxy)propan-2-yl)ureido)hexanamide